N-(4-methyl-3-(2-(methylamino)-8,9-dihydroimidazo[1',2':1,6]pyrido[2,3-d]pyrimidin-6-yl)phenyl)-6-(trifluoromethyl)pyrimidine-4-carboxamide CC1=C(C=C(C=C1)NC(=O)C1=NC=NC(=C1)C(F)(F)F)C1=CC2=C(N=C(N=C2)NC)N2C1=NCC2